CN(C(=O)C1=CC2=C(N=CN=C2)N1)C N,N-dimethyl-7H-pyrrolo[2,3-d]pyrimidine-6-Formamide